S1C(=NC2=C1C=CC=C2)NC(=O)C=2C=CC=C1CCN(CC21)C2=CC=C(C(=N2)C(=O)OC(C)(C)C)C2=C(C=C(C=C2)OC2CCC(CC2)CCCC=O)C(F)(F)F tert-butyl 6-(8-(benzo[d]thiazol-2-ylcarbamoyl)-3,4-dihydroisoquinolin-2(1H)-yl)-3-(4-(((1s,4r)-4-(4-oxobutyl)cyclohexyl)oxy)-2-(trifluoromethyl)phenyl)picolinate